4-(4-((1R,5S)-3,8-diazabicyclo[3.2.1]octan-3-yl)-8-fluoro-2-(((3-(hydroxymethyl)oxetan-3-yl)methyl)amino)quinazolin-7-yl)naphthalen-2-ol [C@H]12CN(C[C@H](CC1)N2)C2=NC(=NC1=C(C(=CC=C21)C2=CC(=CC1=CC=CC=C21)O)F)NCC2(COC2)CO